C1(=CC=CC=C1)NC(O)=O.CC=1SC=C(C1)C 2,4-dimethylthiophene phenylcarbamate